dotetraconta-5,7,9,11,15,19,21,23,25-nonaene-13-carboxylate CCCCC=CC=CC=CC=CC(CC=CCCC=CC=CC=CC=CCCCCCCCCCCCCCCCC)C(=O)[O-]